(R)-5-(1H-indol-4-yl)-1-(1-methyl-1H-pyrazol-3-yl)-3-(3-methylmorpholino)pyrazin-2(1H)-one N1C=CC2=C(C=CC=C12)C=1N=C(C(N(C1)C1=NN(C=C1)C)=O)N1[C@@H](COCC1)C